(S)-N-(1-methyl-1H-pyrazol-4-yl)-6-(trifluoromethyl)-2,3-dihydrofuro[2,3-b]pyridine-3-Amine CN1N=CC(=C1)N[C@@H]1COC2=NC(=CC=C21)C(F)(F)F